(R)-3-(6-(2-Benzyl-4-(methylsulfonyl)piperazin-1-yl)-1-methyl-1H-pyrazolo[3,4-d]pyrimidin-3-yl)-5-chloro-2,6-difluorophenol C(C1=CC=CC=C1)[C@H]1N(CCN(C1)S(=O)(=O)C)C1=NC=C2C(=N1)N(N=C2C=2C(=C(C(=C(C2)Cl)F)O)F)C